ClC=1C=C(C=CC1Cl)CC(=O)N1CC2(C1)CCN(CC2)C(=O)OC(C)(C)C tert-butyl 2-(2-(3,4-dichlorophenyl) acetyl)-2,7-diazaspiro[3.5]nonane-7-carboxylate